ClC1=CC=C(S1)CN(C1=C(C(=NN1C(C(CO)(C)C)=O)C1C(C(NC1)=O)C)C)C 4-(5-{[(5-chlorothiophen-2-yl)methyl](methyl)amino}-1-(3-hydroxy-2,2-dimethylpropanoyl)-4-methyl-1H-pyrazol-3-yl)-3-methylpyrrolidin-2-one